ClC1=C(C=CC=C1NC=1N=CC=C2C=C(C=NC12)CN1C[C@@H](CC1)O)C1=C(C(=CC=C1)NC=1N=CC=C2C=C(C=NC12)CN1C[C@@H](CC1)O)Cl (3R,3'R)-1,1'-((((2,2'-dichloro-[1,1'-biphenyl]-3,3'-diyl)bis(azanediyl))bis(1,7-naphthyridine-8,3-diyl))bis(methylene))bis(pyrrolidin-3-ol)